5-(benzyloxy)-4-cyano-N-(4,4-difluoropyrrolidin-3-yl)-2-methylbenzofuran-3-carboxamide C(C1=CC=CC=C1)OC=1C=CC2=C(C(=C(O2)C)C(=O)NC2CNCC2(F)F)C1C#N